1-(6-bromonaphthalen-2-yl)-5-fluoro-3-methoxy-4-trifluoromethylpyrazole BrC=1C=C2C=CC(=CC2=CC1)N1N=C(C(=C1F)C(F)(F)F)OC